4-(4-methyl-5-sulfoxy-4,5-dihydro-1H-1,2,4-triazol-3-yl)piperidine-1-carboxylic acid tert-butyl ester C(C)(C)(C)OC(=O)N1CCC(CC1)C1=NNC(N1C)OS(=O)(=O)O